C[C@@]12CC[C@@]3(C(=CC[C@H]4[C@]3(CC[C@@H]5[C@@]4(CCC(=O)C5(C)C)C)C)[C@@H]1CC([C@H](C2)O)(C)C)C The molecule is a pentacyclic triterpenoid that is olean-12-ene substituted by an oxo substituent at position 3 and a beta-hydroxy group at position 21. Isolated from the root barks of Hippocratea excelsa, it exhibits antigiardial activity. It has a role as a metabolite and an antiprotozoal drug. It is a pentacyclic triterpenoid, a secondary alcohol and a cyclic ketone. It derives from a hydride of an oleanane.